sulfonyl-piperazine-1-carboxylic acid benzyl ester C(C1=CC=CC=C1)OC(=O)N1C(CNCC1)=S(=O)=O